C(C=C)(=O)O.C(C=C)(=O)O.C1=CC=C(C=C1)C1=CC=CC=C1 4,4'-biphenyl diacrylate